NC(C(=O)O)CC1=C(NC2=C(C=CC(=C12)C1=CC=NC=C1)[N+](=O)[O-])C 2-amino-3-(2-methyl-7-nitro-4-(pyridin-4-yl)-1H-indol-3-yl)propanoic Acid